CC=1NC2=C(N1)C=CC(=C2)C 2,5-dimethylbenzoimidazole